ClC1=C(C=CC=C1NC(=O)C1=NN2C([C@H](CCC2)N2CCC(CC2)C(=O)O)=C1)C1=C(C(=CC=C1)NC1=NC=CC=2C1=NC=CN2)Cl (S)-1-(2-((2,2'-dichloro-3'-(pyrido[3,4-b]pyrazin-5-ylamino)-[1,1'-biphenyl]-3-yl)carbamoyl)-4,5,6,7-tetrahydropyrazolo[1,5-a]pyridin-4-yl)piperidine-4-carboxylic acid